NC=1C=2N(C=CN1)C(=NC2C2=CC=C(C(=O)NC1=NC=CC=C1)C=C2)[C@H]2N(C1(CC1)CC2)CC#CC (S)-4-(8-amino-3-(4-(but-2-ynyl)-4-azaspiro[2.4]heptane-5-yl)imidazo[1,5-a]pyrazin-1-yl)-N-(pyridin-2-yl)benzamide